C(C)(C)(C)OC(=O)NC1=CC=C(C=C1)CCC=1C(=C(C(=O)OC)C(=CC1)OC)F methyl 3-[2-[4-(tert-butoxycarbonylamino)phenyl]ethyl]-2-fluoro-6-methoxy-benzoate